((2-amino-5-bromopyridin-3-yl)amino)-2-((2S,6R)-2,6-dimethylmorpholinyl)propionic acid methyl ester COC(C(C)(N1C[C@@H](O[C@@H](C1)C)C)NC=1C(=NC=C(C1)Br)N)=O